C1(CC1)S(=O)(=O)N1N=CC(=C1)C1=NC=CC(=N1)NC1=CC(=C(C=N1)C(=O)N1CC(C1)CS(=O)(=O)C)NC=1C=NN(C1)C (6-((2-(1-(cyclopropylsulfonyl)-1H-pyrazol-4-yl)pyrimidin-4-yl)amino)-4-((1-methyl-1H-pyrazol-4-yl)amino)pyridin-3-yl)(3-((methylsulfonyl)methyl)azetidin-1-yl)methanone